CN(CCCNC(C(C(F)(F)F)(OC(C(OC(F)(F)F)(F)F)(F)F)F)=O)C N-(3-(dimethylamino)propyl)-2,3,3,3-tetrafluoro-2-(1,1,2,2-tetrafluoro-2-(trifluoromethoxy)ethoxy)propanamide